C(C)(C)N1N=C(C2=CC=CC=C12)C1=C(\C=N\[S@@](=O)C(C)(C)C)C=CC=C1 (S,E)-N-[2-(1-isopropyl-1H-indazol-3-yl)benzylidene]-2-methylpropane-2-sulfinamide